4-(((6-chloro-2-(trifluoromethyl)quinolin-4-yl)amino)methyl)-4-(5-fluoropyridin-2-yl)piperidine-1-sulfonamide ClC=1C=C2C(=CC(=NC2=CC1)C(F)(F)F)NCC1(CCN(CC1)S(=O)(=O)N)C1=NC=C(C=C1)F